3-[2-amino-5-(2-isopropyl-6-methyl-4-pyridinyl)thiazol-4-yl]benzonitrile NC=1SC(=C(N1)C=1C=C(C#N)C=CC1)C1=CC(=NC(=C1)C)C(C)C